3-(5-(S or R)-cyclopentyl-3-oxo-6,7-dihydro-3H-pyrrolo[2,1-c][1,2,4]triazol-2(5H)-yl)bicyclo[1.1.1]pentane-1-carbonitrile C1(CCCC1)[C@@H]1CCC2=NN(C(N21)=O)C21CC(C2)(C1)C#N |o1:5|